BrC=1C=C(C(=NC1)[N+](=O)[O-])OCC1=C(C=CC(=C1)F)N1N=C(C=C1)Cl 1-(2-{[(5-bromo-2-nitropyridin-3-yl)oxy]methyl}-4-fluorophenyl)-3-chloro-1H-pyrazol